4-octylamino-3,6-dihydro-6,6-dimethyl-2-(4'-methylbenzylamino)-1,3,5-triazine-D-gluconate O=C([C@H](O)[C@@H](O)[C@H](O)[C@H](O)CO)O.C(CCCCCCC)NC=1NC(=NC(N1)(C)C)NCC1=CC=C(C=C1)C